acryloyloxyethyl-norbornenecarboxamide C(C=C)(=O)OCCC=1C2(CCC(C1)C2)C(=O)N